3,5-di-9H-carbazol-9-yl-N,N-bis[4-[[6-[(3-ethyl-3-oxetanyl)methoxy]hexyl]oxy]phenyl]-aniline C1=CC=CC=2C3=CC=CC=C3N(C12)C=1C=C(N(C2=CC=C(C=C2)OCCCCCCOCC2(COC2)CC)C2=CC=C(C=C2)OCCCCCCOCC2(COC2)CC)C=C(C1)N1C2=CC=CC=C2C=2C=CC=CC12